3-Chloro-pyridine-2-carboxylic acid [4-chloro-5-(1-methyl-2-oxo-1,2,3,4-tetrahydro-quinolin-6-yl)-pyridin-3-ylmethyl]-amide ClC1=C(C=NC=C1C=1C=C2CCC(N(C2=CC1)C)=O)CNC(=O)C1=NC=CC=C1Cl